2,2,2-trifluoroethyl-1-N-methyl-2-(pyrrolidin-3-yl)acetamide FC(CC(C(=O)NC)C1CNCC1)(F)F